O=C1N(CC2=CC(=CC=C12)N1CCNCC1)[C@@H]1C(NC(CC1)=O)=O (S)-3-(1-oxo-5-(piperazin-1-yl)isoindol-2-yl)piperidine-2,6-dione